FC=1C=C(OC(CON2C(C3=CC=CC=C3C2=O)=O)C)C=C(C1)F 2-[2-(3,5-difluoro-phenoxy)-propoxy]-isoindole-1,3-dione